1-(trimethyl-silyl)ethan-1-one C[Si](C(C)=O)(C)C